6-fluoro-3-indolecarboxylic acid FC1=CC=C2C(=CNC2=C1)C(=O)O